(R)-(4-(difluoromethyl)-2-(2-hydroxypropan-2-yl)oxazol-5-yl)(4-(5-fluoropyrazolo[1,5-a]pyridin-2-yl)-6,7-dihydro-1H-imidazo[4,5-c]pyridin-5(4H)yl)methanone FC(C=1N=C(OC1C(=O)N1[C@H](C2=C(CC1)NC=N2)C2=NN1C(C=C(C=C1)F)=C2)C(C)(C)O)F